O1CCC12CCN(CC2)C(=O)OC(C)(C)C tert-Butyl 1-oxa-7-azaspiro[3.5]nonane-7-carboxylate